C(C1=CC=CC=C1)N1C[C@@]2(C[C@@H]2C1)C(=O)OCC ethyl (1S,5S)-3-benzyl-3-azabicyclo[3.1.0]hexane-1-carboxylate